5-fluoro-3-[2-nitroethenyl]-1H-indole FC=1C=C2C(=CNC2=CC1)C=C[N+](=O)[O-]